C(C1=CC=CC=C1)(C1=CC=CC=C1)(C1=CC=CC=C1)SCC(=O)O 2-(tritylthio)acetic acid